5-[4-[[[6-(difluoromethyl)-2-pyridyl]amino]methyl]-2-fluoro-6-hydroxy-phenyl]-1,1-dioxo-1,2,5-thiadiazolidin-3-one FC(C1=CC=CC(=N1)NCC1=CC(=C(C(=C1)O)N1CC(NS1(=O)=O)=O)F)F